rac-ethyl 2-(4,7-dichloro-6-(4,4,5,5-tetramethyl-1,3,2-dioxaborolan-2-yl)-2H-indazol-2-yl)-2-((R)-6-fluoro-6,7-dihydro-5H-pyrrolo[1,2-c]imidazol-1-yl)acetate ClC=1C2=CN(N=C2C(=C(C1)B1OC(C(O1)(C)C)(C)C)Cl)[C@@H](C(=O)OCC)C1=C2N(C=N1)C[C@@H](C2)F |&1:20|